3-[2-(4-chlorophenyl)-5-methyl-triazol-4-yl]bicyclo[1.1.1]pentan-1-amine ClC1=CC=C(C=C1)N1N=C(C(=N1)C12CC(C1)(C2)N)C